(S)-N-(3-(1-((2-amino-5-chloropyridin-3-yl)oxy)ethyl)-phenyl)-2,3-dichlorobenzamide NC1=NC=C(C=C1O[C@@H](C)C=1C=C(C=CC1)NC(C1=C(C(=CC=C1)Cl)Cl)=O)Cl